C(=O)N[C@@]1([C@@H](CC[C@]2([C@@H](C(CC[C@H]12)=C)\C=C\C=1C(OCC1)=O)C)OC(C1=C(C=CC=C1)[N+](=O)[O-])=O)C.C(CCCC)N1C(=C(C2=CC=CC=C12)C1=CC=CC2=CC=CC=C12)C 1-pentyl-2-methyl-3-(1-naphthyl)indole (1S,2R,4aS,5R,8aS)-1-Formamido-1,4a-dimethyl-6-methylene-5-((E)-2-(2-oxo-2,5-dihydrofuran-3-yl)ethenyl)decahydronaphthalen-2-yl-2-nitrobenzoate